CC1C(N(C2=C(S1)C=CC(=C2)C(=O)Cl)C)=O 2,4-dimethyl-3-oxo-3,4-dihydro-2H-benzo[b][1,4]thiazine-6-carbonyl chloride